3-(4-(2,4-difluorophenoxy)-3-(6-methyl-7-oxo-6,7-dihydro-1H-pyrrolo[2,3-c]pyridin-4-yl)phenyl)-5-isopropylimidazoline-2,4-dione FC1=C(OC2=C(C=C(C=C2)N2C(NC(C2=O)C(C)C)=O)C=2C3=C(C(N(C2)C)=O)NC=C3)C=CC(=C1)F